C(CC)C(=O)N(C1=CC=C(C=C1)C1=NOC(=N1)C(F)(F)F)C1=CC=C(C=C1)C1=NOC(=N1)C(F)(F)F propyl-di{4-[5-(trifluoromethyl)-1,2,4-oxadiazol-3-yl]phenyl}formamide